Bromochlorodimethyl-hydantoin BrN1C(N(C(C1=O)(C)C)Cl)=O